cis-3-(3-((S)-3-(3,5-difluorophenyl)isoxazolidine-2-carbonyl)cyclobutoxy)-5-fluorobenzonitrile FC=1C=C(C=C(C1)F)[C@H]1N(OCC1)C(=O)[C@H]1C[C@H](C1)OC=1C=C(C#N)C=C(C1)F